2-(2,5-dichlorophenyl)-N-[1-(3,5-difluorophenyl)-4-methyl-5-oxopyrrolidin-3-yl]acetamide ClC1=C(C=C(C=C1)Cl)CC(=O)NC1CN(C(C1C)=O)C1=CC(=CC(=C1)F)F